C1CCC12CCN(CC2)CCC2=C(C(=O)N)C=C(C(=N2)C)NC2=NN(C1=NC(=NC=C12)NC=1C=NC=NC1)C (2-(7-azaspiro[3.5]nonan-7-yl)ethyl)-6-methyl-5-((1-methyl-6-(pyrimidin-5-ylamino)-1H-pyrazolo[3,4-d]pyrimidin-3-yl)amino)nicotinamide